NC[C@H]1NC([C@H](SCC1)C1=CC(=CC=C1)C1=C(C=CC=C1)O)=O (2R,5S)-5-(aminomethyl)-2-[3-(2-hydroxyphenyl)phenyl]-1,4-thiazepan-3-one